O1C=C(C=C1)NC(=O)N 1-(furan-3-yl)urea